2-(4-((3-(2,4-dioxotetrahydropyrimidin-1(2H)-yl)-1-methyl-1H-indazol-6-yl)amino)piperidin-1-yl)-4-((1-methyl-2-oxoindolin-5-yl)amino)pyrimidine-5-carbonitrile O=C1N(CCC(N1)=O)C1=NN(C2=CC(=CC=C12)NC1CCN(CC1)C1=NC=C(C(=N1)NC=1C=C2CC(N(C2=CC1)C)=O)C#N)C